5-fluoro-8-(4-fluorophenyl)-9-(1-(azetidin-3-yl)-2,4-imidazolindione-3-yl)-8,9-dihydro-2H-pyrido[4,3,2-de]phthalazin-3(7H)-one FC=1C=C2C=3C(=NNC(C3C1)=O)C(C(N2)C2=CC=C(C=C2)F)N2C(N(CC2=O)C2CNC2)=O